2-Ethylsulfanyl-4-methyl-6-[(3R)-3-methyl-morpholin-4-yl]-N-[[4-(trifluoromethyl)-phenyl]-methyl]pyridine-3-carboxylic acid amide C(C)SC1=NC(=CC(=C1C(=O)NCC1=CC=C(C=C1)C(F)(F)F)C)N1[C@@H](COCC1)C